Ethyl 4-(tert-butoxycarbonylamino)cyclohexanecarboxylate C(C)(C)(C)OC(=O)NC1CCC(CC1)C(=O)OCC